C(C)(=O)C1=NN(C2=CC=C(C=C12)C=1C=NC(=NC1)C)CC(=O)N1[C@@H]2C[C@@]2(C[C@H]1C(=O)NC1=NC(=CC=C1C)Br)CO (1R,3S,5S)-2-(2-(3-acetyl-5-(2-methylpyrimidin-5-yl)-1H-indazol-1-yl)acetyl)-N-(6-bromo-3-methylpyridin-2-yl)-5-(hydroxymethyl)-2-azabicyclo[3.1.0]hexane-3-carboxamide